(R)-4-(3-(hydroxymethyl)phenyl)-2,5-dihydro-1H-pyrrole-1,2-dicarboxylic acid 1-tert-butyl ester 2-methyl ester COC(=O)[C@@H]1N(CC(=C1)C1=CC(=CC=C1)CO)C(=O)OC(C)(C)C